3-amino-N-[(6S)-2-[(3S,4S)-3-amino-4-(difluoromethyl)pyrrolidin-1-yl]-5,6,7,8-tetrahydroquinolin-6-yl]-6-methylthieno[2,3-b]pyridine-2-carboxamide NC1=C(SC2=NC(=CC=C21)C)C(=O)N[C@@H]2CC=1C=CC(=NC1CC2)N2C[C@H]([C@H](C2)C(F)F)N